CN1CCOC2=C(C1)C=C1C(=C2)OC(=N1)C=1C(=C(C=CC1)C1=CC=CC=C1)C 8-methyl-2-(2-methyl-[1,1'-biphenyl]-3-yl)-6,7,8,9-tetrahydrooxazolo[5',4':4,5]benzo[1,2-f][1,4]oxazepine